1-(2-ethylhexyl-amino)-1-methylpropylphosphonic acid bis(2-ethylhexyl) ester C(C)C(COP(OCC(CCCC)CC)(=O)C(CC)(C)NCC(CCCC)CC)CCCC